(bis-(2-methoxyethyl)amino)sulfur trifluoride COCCN(CCOC)S(F)(F)F